1-Benzhydryl-4-cyclopropylpiperidin-4-ol C(C1=CC=CC=C1)(C1=CC=CC=C1)N1CCC(CC1)(O)C1CC1